trimethylolpropane monosulfate S(=O)(=O)(O)O.C(O)C(CC)(CO)CO